4-(1-piperidyl)-3-pyrazin-2-yl-1H-pyrrolo[2,3-b]pyridine N1(CCCCC1)C1=C2C(=NC=C1)NC=C2C2=NC=CN=C2